BrC1=CC=C(CN2CC(OCC2)(C)C)C=C1 4-(4-bromobenzyl)-2,2-dimethylmorpholine